CN(C1=NC2=C(N1)C(=C(C(=C2Br)Br)Br)Br)C dimethyl-(4,5,6,7-tetrabromo-1h-benzoimidazol-2-yl)-amine